3-methoxy-N-(4-oxido-1,4λ6-oxathian-4-ylidene)-4-(5-(trifluoromethyl)-1,2,4-oxadiazol-3-yl)benzamide COC=1C=C(C(=O)N=S2(CCOCC2)=O)C=CC1C1=NOC(=N1)C(F)(F)F